1,3-bis[2-(7-oxabicyclo[4.1.0]heptan-3-yl)ethyl]-1,1,3,3-tetramethyldisiloxane C12CC(CCC2O1)CC[Si](O[Si](C)(C)CCC1CC2OC2CC1)(C)C